C(C)(C)(C)OC(=O)N1CCC(=CC1)C1=CC=CC=2OC(OC21)(C)C2=NC=C(C=C2)Cl tert-butyl-4-(2-(5-chloropyridin-2-yl)-2-methylbenzo[d][1,3]dioxol-4-yl)-3,6-dihydropyridine-1(2H)-carboxylate